N[C@@H](CC(=O)OCC1=CC=CC=C1)C(=O)OCC1=CC=CC=C1 Dibenzyl L-aspartate